C(C)OC(=O)C1=C(N(C2=CC(=C(C=C12)OC(C)=O)Br)C)CSC1=CC=C(C=C1)F 5-acetoxy-6-bromo-2-[((4-fluorophenyl)thio)methyl]-1-methyl-1H-indole-3-carboxylic acid ethyl ester